C(CCCCCCCCCC)(=O)O.C(CCCCCCCCCC)(=O)O Undecanoic acid (Undecanoate)